1,2,8-Octanetriol C(C(CCCCCCO)O)O